(S)-6-(((1-([1,1'-bi(cyclopropan)]-1-yl)-1H-1,2,3-triazol-4-yl)(1-methoxyisoquinolin-5-yl)methyl)amino)-4-(neopentylamino)quinoline-3,8-dicarbonitrile C1(CC1)(C1CC1)N1N=NC(=C1)[C@H](C1=C2C=CN=C(C2=CC=C1)OC)NC=1C=C2C(=C(C=NC2=C(C1)C#N)C#N)NCC(C)(C)C